bis[3-(triethoxysilyl)propyl]tetrasulfide (Z)-methyl-oleate COC(CCCCCCC\C=C/CCCCCCCC)=O.C(C)O[Si](CCCSSSSCCC[Si](OCC)(OCC)OCC)(OCC)OCC